((3-isopropyl-1-methoxy-6,7-dihydro-5H-cyclopenta[c]pyridin-4-yl)carbamoyl)-6,7-dihydro-5H-pyrazolo[5,1-b][1,3]oxazine C(C)(C)C1=C(C2=C(C(=N1)OC)CCC2)NC(=O)C2=NN1C(OCCC1)=C2